2-Oxo-2,5-dihydrofuran-3-carbonitrile O=C1OCC=C1C#N